[Si](C)(C)(C(C)(C)C)O[C@H](C)[C@@H]1[C@H]2[C@H](C=C(N2C1=O)C(=O)OCC1=CC=C(C=C1)[N+](=O)[O-])C 4-Nitrobenzyl (4S,5R,6S)-6-((R)-1-((tert-butyldimethylsilyl) oxy) ethyl)-4-methyl-7-oxo-1-azabicyclo[3.2.0]hept-2-ene-2-carboxylate